CC=1N(C(=CN1)C1=CC=NC=C1)C1=CC=C(OCC2=NC3=C(N2C)C=CC=C3)C=C1 2-((4-(2-methyl-5-(pyridin-4-yl)-1H-imidazol-1-yl)phenoxy)methyl)-1-methyl-1H-benzo[d]imidazole